((1s,4s)-4-((5-(1-(2,2-difluoroethyl)-2-methyl-1H-imidazo[4,5-b]pyrazin-6-yl)-4-(methylamino)-7H-pyrrolo[2,3-d]pyrimidin-2-yl)amino)cyclohexyl)(pyrrolidin-1-yl)methanone FC(CN1C(=NC=2C1=NC(=CN2)C2=CNC=1N=C(N=C(C12)NC)NC1CCC(CC1)C(=O)N1CCCC1)C)F